ClC1=C(CCl)C=CC=C1 2-chlorobenzylchloride